1-benzyl 3-ethyl 4-oxo-5-((((CIS)-4-phenylcyclohexyl)oxy)methyl)-pyrrolidine-1,3-dicarboxylate O=C1C(CN(C1CO[C@@H]1CC[C@@H](CC1)C1=CC=CC=C1)C(=O)OCC1=CC=CC=C1)C(=O)OCC